4-[(3-fluorophenyl)methyl]-7-{[2-(1-methylpyrazol-4-yl)-4-pyridyl]oxy}-2,3-dihydro-1,4-benzoxazepin-5-one FC=1C=C(C=CC1)CN1CCOC2=C(C1=O)C=C(C=C2)OC2=CC(=NC=C2)C=2C=NN(C2)C